nitrosodithionic acid N(=O)OS(=O)(=O)S(=O)(=O)O